NC=1N(N=C2CN(CCC21)S(=O)(=O)C2CCC2)C(=O)[C@H]2CCNC1=C(C=CC=C21)C |o1:19| (S*)-(3-amino-6-(cyclobutylsulfonyl)-4,5,6,7-tetrahydropyrazolo[3,4-c]pyridin-2-yl)(8-methyl-1,2,3,4-tetrahydroquinolin-4-yl)methanone